CC1(C(C1)C(=O)O)C 2,2-dimethylcyclopropane-1-carboxylic acid